C1(CC1)C(=O)NC1=NC=C(C(=O)NC([2H])([2H])[2H])C(=C1)NC1=CC=CC=2C3=C(CN(C12)C)N=CC=N3 6-(cyclopropanecarboxamido)-N-(methyl-d3)-4-((6-methyl-5,6-dihydropyrazino[2,3-c]quinolin-7-yl)amino)nicotinamide